(2E)-3-(dimethylamino)acrylic acid CN(/C=C/C(=O)O)C